CC1C=2N(CCN1C(=O)C1=C(C(=C(C(=C1)F)F)F)F)C(=NN2)C2=NC(=NS2)C (8-methyl-3-(3-methyl-1,2,4-thiadiazol-5-yl)-5,6-dihydro-[1,2,4]triazolo[4,3-a]pyrazin-7(8H)-yl)(2,3,4,5-tetrafluorophenyl)methanone